6-amino-2-hydroxymethyl-1-hexanol NCCCCC(CO)CO